6-[(5-(3-isopropyl-6-(5-methyl-1,3,4-oxadiazol-2-yl)-1,1-dioxo-5-[2-(tetrahydro-2H-pyran-4-yl)ethyl]-1-thia-4-aza-7-indanyl)-1H-1,7-diazainden-1-yl)methyl]nicotinonitrile C(C)(C)C1CS(C2=C(C(=C(N=C12)CCC1CCOCC1)C=1OC(=NN1)C)C=1C=C2C=CN(C2=NC1)CC1=NC=C(C#N)C=C1)(=O)=O